OC[C@]1(O[C@H](CN(C1)C(C)C)N1C=2N=C(NC(C2N=C1)=O)NC(C(C)C)=O)CO[Si](C(C)C)(C(C)C)C(C)C N-[9-[(2R,6S)-6-(hydroxymethyl)-4-isopropyl-6-(triisopropylsilyloxymethyl)morpholin-2-yl]-6-oxo-1H-purin-2-yl]-2-methyl-propanamide